C12C(C3CC(CC(C1)C3)C2)NC(CN2C(C(=CC=C2)NC([C@H](CCC(C(=O)NC)=O)NC(=O)[C@@H]2NCCOC2)=O)=O)=O (S)-N1-(1-(2-(2-adamantylamino)-2-oxoethyl)-2-oxo-1,2-dihydropyridin-3-yl)-N6-methyl-2-((R)-morpholine-3-carboxamido)-5-oxohexanediamide